C1(=CC=CC=C1)C=1N(C2=NC=NC=C2N1)C1CN(CCC1)C(C=C)=O 1-(3-(8-phenyl-9H-purin-9-yl)piperidin-1-yl)prop-2-en-1-one